4-((tert-Butoxycarbonyl)amino)-1-((2-(4-((5-chloro-3-fluoropyridin-2-yl)oxy)phenyl)-2H-tetrazol-5-yl)methyl)pyrrolidine-3-carboxylic acid C(C)(C)(C)OC(=O)NC1C(CN(C1)CC=1N=NN(N1)C1=CC=C(C=C1)OC1=NC=C(C=C1F)Cl)C(=O)O